5-chloro-1-ethyl-3-(2-hydroxy-3-methoxybenzyl)-2-oxoindolin-3-yl dimethylcarbamate CN(C(OC1(C(N(C2=CC=C(C=C12)Cl)CC)=O)CC1=C(C(=CC=C1)OC)O)=O)C